CO[C@@H]1CN(CCC1)C=1OC2=C(C=C(C=C2C(C1)=O)C)C(C)NC1=C(C(=O)OC)C=CC=C1 methyl 2-[1-[2-[(3S)-3-methoxy-1-piperidyl]-6-methyl-4-oxo-chromen-8-yl]ethylamino]benzoate